CC=1C=CC=C2CCN(C12)C(CC=1N=C(SC1)COC1=CC=CC=C1)=O 1-(7-methylindolin-1-yl)-2-(2-(phenoxymethyl)thiazol-4-yl)ethan-1-one